The molecule is a FADH2 analogue obtained by hydroperoxidation at the C4alpha-position; major species at pH 7.3. It is a flavin adenine dinucleotide and a hydroperoxide. It derives from a FADH2(2-). CC1=CC2=C(C=C1C)N(C3=NC(=O)NC(=O)C3(N2)OO)C[C@@H]([C@@H]([C@@H](COP(=O)([O-])OP(=O)([O-])OC[C@@H]4[C@H]([C@H]([C@@H](O4)N5C=NC6=C(N=CN=C65)N)O)O)O)O)O